tert-butyl 5-[[5-(2,6-dioxo-3-piperidyl)-2-pyridyl]amino]pentanoate O=C1NC(CCC1C=1C=CC(=NC1)NCCCCC(=O)OC(C)(C)C)=O